COC(CCC#CC1=NC=C(C=C1N1CCOCC1)C1=C(C=CC(=C1)NC(C1=CC(=NC=C1)C(F)(F)F)=O)C)=O methyl-5-(5-(2-methyl-5-(2-(trifluoromethyl)isonicotinamido)phenyl)-3-morpholinopyridin-2-yl)pent-4-ynoate